O=C1NC(CCC1N1C(C2=CC=C(C=C2C1=O)OC1CN(C1)C(=O)OC(C)(C)C)=O)=O tert-butyl 3-[[2-(2,6-dioxopiperidin-3-yl)-1,3-dioxoisoindol-5-yl]oxy]azetidine-1-carboxylate